2,2'-bis-(diphenylphosphino)-benzophenone C1(=CC=CC=C1)P(C1=C(C(=O)C2=C(C=CC=C2)P(C2=CC=CC=C2)C2=CC=CC=C2)C=CC=C1)C1=CC=CC=C1